mesityl-terphenyl C1(=C(C(=CC(=C1)C)C)C1=C(C=CC=C1)C=1C(=CC=CC1)C1=CC=CC=C1)C